C1=CC=C(C=C1)NC2=CC=C(C=C2)N para-aminodiphenylamine